N-(2-chloro-5-(7-((4-methoxybenzyl)(methyl)amino)-1,6-naphthyridin-3-yl)-4-methylphenyl)-4-(2-cyanopropan-2-yl)picolinamide ClC1=C(C=C(C(=C1)C)C=1C=NC2=CC(=NC=C2C1)N(C)CC1=CC=C(C=C1)OC)NC(C1=NC=CC(=C1)C(C)(C)C#N)=O